6-{5-[2-(tert-Butyl-dimethyl-silanyloxy)-ethylamino]-pyridin-3-yl}-1-methyl-3,4-dihydro-1H-quinolin-2-one C(C)(C)(C)[Si](OCCNC=1C=C(C=NC1)C=1C=C2CCC(N(C2=CC1)C)=O)(C)C